ClC1=C(C(=O)N[C@H]2[C@H]3CC[C@@H](C2)N3C#N)C=CC(=C1)C1=NC(=CC=C1)C 2-chloro-N-((1R,2R,4S)-7-cyano-7-azabicyclo[2.2.1]heptan-2-yl)-4-(6-methyl-2-pyridinyl)benzamide